2-[1-[(4-methylphenyl)methyl]-5-oxopyrrolidin-2-yl]-N-(2-thiophen-2-ylethyl)acetamid CC1=CC=C(C=C1)CN1C(CCC1=O)CC(=O)NCCC=1SC=CC1